ClC=1C=C(C=CC1)C(C(C)O)=O 1-(3-chlorophenyl)-2-hydroxy-1-propanone